C(C)(=O)NC12CC3NC(CC(C1)C3)C2 5-acetylamino-2-azaadamantane